4-(4-fluoro-3-(3-((3-hydroxybutan-2-yl)amino)azetidine-1-carbonyl)benzyl)phthalazin-1(2H)-one FC1=C(C=C(CC2=NNC(C3=CC=CC=C23)=O)C=C1)C(=O)N1CC(C1)NC(C)C(C)O